ClC1(C=CNN1C)C 5-chloro-1,5-dimethylpyrazole